C(C=C)(=O)N1C[C@H](CCC1)C1=CN(C=2C(=NNC(C21)=O)N)C2=CC=C(C=C2)OC2=C(C=CC=C2)F (R)-3-(1-acryloylpiperidin-3-yl)-7-amino-1-(4-(2-fluorophenoxy)phenyl)-1,5-dihydro-4H-pyrrolo[2,3-d]pyridazin-4-one